tert-butyl 6-(5-{2-[di(propan-2-yl)carbamoyl]-4-fluorophenoxy}pyrimidin-4-yl)-2,6-diazaspiro[3.3]heptane-2-carboxylate CC(C)N(C(=O)C1=C(OC=2C(=NC=NC2)N2CC3(CN(C3)C(=O)OC(C)(C)C)C2)C=CC(=C1)F)C(C)C